BrC=1C=CC(=C(NC2=CC=CC=C2)C1)[N+](=O)[O-] 5-Bromo-N-phenyl-2-nitroaniline